FC(OC1=C(\C=C/2\C(N=C(S2)NC2CCCC2)=O)C=CC(=C1)OC(F)F)F (Z)-5-(2,4-bis(difluoromethoxy)benzylidene)-2-(cyclopentylamino)thiazol-4(5H)-one